C1(CCCC1)CNC1=NC(=CC2=C1N=C(N=C2)SC)C2=C(C(=CC(=C2Cl)OC)OC)Cl N-(cyclopentylmethyl)-6-(2,6-dichloro-3,5-dimethoxyphenyl)-2-(methylthio)pyrido[3,4-d]pyrimidine-8-amine